N5-cyclopropyl-1-(3-formylbenzyl)-N3-methyl-2-oxo-1,2-dihydropyridine-3,5-dicarboxamide C1(CC1)NC(=O)C=1C=C(C(N(C1)CC1=CC(=CC=C1)C=O)=O)C(=O)NC